3-oxanonane-1-sulfonic acid C(COCCCCCC)S(=O)(=O)O